2-(adamantan-1-yl)-2-oxoacetic acid C12(CC3CC(CC(C1)C3)C2)C(C(=O)O)=O